5-(2-(4'-sulfamoyl-[1,1'-biphenyl]-4-yl)vinyl)-1H-1,2,3-triazole-4-carboxylic acid S(N)(=O)(=O)C1=CC=C(C=C1)C1=CC=C(C=C1)C=CC1=C(N=NN1)C(=O)O